ethyl (E)-3-((3-((2-(((tert-butoxycarbonyl)amino)methyl)-3-fluoroallyl)oxy)-2-chlorobenzyl)amino)-1H-pyrrole-2-carboxylate C(C)(C)(C)OC(=O)NC/C(/COC=1C(=C(CNC2=C(NC=C2)C(=O)OCC)C=CC1)Cl)=C\F